ClC=1C=NC=C(C1)OCC1=CC(=C(C=C1)C1=NOC(=N1)C(F)(F)F)F 3-chloro-5-({3-fluoro-4-[5-(trifluoromethyl)-1,2,4-oxadiazol-3-yl]phenyl}methoxy)pyridine